ClC1=CC=C(C=C1)[C@@]1(N(C(C2=CC(=CC(=C12)F)[C@@](CC)(O)C1CCN(CC1)CC(=O)O)=O)CC1=CC=C(C=C1)Cl)OC 2-{4-[(1S)-1-[(1R)-1-(4-chlorophenyl)-2-[(4-chlorophenyl)methyl]-7-fluoro-1-methoxy-3-oxo-2,3-dihydro-1H-isoindol-5-yl]-1-hydroxypropyl]piperidin-1-yl}acetic acid